NC1C(CN(C1)C(=O)OC(C)(C)C)(F)F tertbutyl 4-amino-3,3-difluoropyrrolidine-1-carboxylate